1-methyl-7-oxo-4,5,6,7-tetrahydro-1H-pyrazolo[3,4-c]Pyridine-3-carboxamide hydrochloride Cl.CN1N=C(C2=C1C(NCC2)=O)C(=O)N